(R)-4-(2-(6-(hydroxymethyl)-1H-indol-4-yl)-4-(3-methylmorpholino)thieno[3,2-d]pyrimidin-7-yl)tetrahydro-2H-thiopyran-4-ol OCC1=CC(=C2C=CNC2=C1)C=1N=C(C2=C(N1)C(=CS2)C2(CCSCC2)O)N2[C@@H](COCC2)C